OC1=CC(OC(C1)C)=O 5,6-dihydro-4-hydroxy-6-methyl-2H-pyran-2-one